isopropyl (S)-(1-(5-(3-cyano-6-ethoxypyrazolo[1,5-a]pyridin-4-yl)pyridin-2-yl)-4-((3-methylpiperazin-1-yl)methyl)piperidin-4-yl)carbamate C(#N)C=1C=NN2C1C(=CC(=C2)OCC)C=2C=CC(=NC2)N2CCC(CC2)(CN2C[C@@H](NCC2)C)NC(OC(C)C)=O